ClC1=CC=C(C=C1)N1C2=NC(=NC(=C2N=C1C1=NC=CC=C1C)N1CCC(CC1)(C(=O)N)C)N(C)CCO 1-[9-(4-chlorophenyl)-2-[2-hydroxyethyl(methyl)amino]-8-(3-methyl-2-pyridyl)purin-6-yl]-4-methyl-piperidine-4-carboxamide